N-[(1S)-2-amino-1-[(6,6-dimethyl-2-oxo-3-piperidyl)methyl]-2-oxo-ethyl]-2-(7-chloro-1H-indole-2-carbonyl)-2-azaspiro[4.5]decane-3-carboxamide NC([C@H](CC1C(NC(CC1)(C)C)=O)NC(=O)C1N(CC2(C1)CCCCC2)C(=O)C=2NC1=C(C=CC=C1C2)Cl)=O